3-Methoxy-4'-[(1-{[3-methyl-4-(propan-2-yl)phenyl]carbamoyl}-D-prolyl)amino][1,1'-biphenyl]-4-carboxylic acid COC=1C=C(C=CC1C(=O)O)C1=CC=C(C=C1)NC([C@@H]1N(CCC1)C(NC1=CC(=C(C=C1)C(C)C)C)=O)=O